ClC=1C(=C2C(=NC1)NC(=N2)C(=O)N2C(C=1C=CC(=NC1CC2)C)C)C (6-Chloro-7-methyl-3H-imidazo[4,5-b]pyridin-2-yl)(2,5-dimethyl-7,8-dihydro-1,6-naphthyridin-6(5H)-yl)methanone